tert-butyl (6-chloro-5-fluoro-4-methylpyridin-3-yl)carbamate ClC1=C(C(=C(C=N1)NC(OC(C)(C)C)=O)C)F